(2S,3S)-3-hydroxyproline O[C@@H]1[C@H](NCC1)C(=O)O